O1C(=NN=C1)S 1,3,4-oxadiazol-2-thiol